N1CC(C(C1)O)O pyrrolidine-3,4-diol